FC1=CC=C(C=C1)C([C@@H](C(=O)NC1=CC=C(C=C1)C1=C(C=NC=C1)OC)NC(=O)C1=CC=NN1C)C1=CC=C(C=C1)F (S)-N-(1,1-bis(4-fluorophenyl)-3-((4-(3-methoxypyridin-4-yl)phenyl)amino)3-oxopropan-2-yl)-1-methyl-1H-pyrazole-5-carboxamide